2-Isopropyl-1-(3-(6-methoxypyridin-3-yl)propyl)-1H-pyrrole-3-carboxylic acid C(C)(C)C=1N(C=CC1C(=O)O)CCCC=1C=NC(=CC1)OC